racemic-glucose O=C[C@H](O)[C@@H](O)[C@H](O)[C@H](O)CO |r|